C=1(C(=CC(=C(C1)O)O)O)O 1,2,4,5-benzenetetraol